OCC1=CC2[C@H](C(OC=3C=C(C=C(C23)O)C(C)(CCCCCC)C)(C)C)CC1 (6Ar)-9-(hydroxymethyl)-6,6-dimethyl-3-(2-methyloctan-2-yl)-6a,7,8,10a-tetrahydrobenzo[c]chromen-1-ol